C(C)OC(=O)C=1N(C2=CC=C(C=C2C1C)S(N(CCC1=CC=CC=C1)C1=C(C=CC=C1)N1CCN(CC1)C(=O)C=1SC=CC1Br)(=O)=O)C 5-(N-(2-(4-(3-bromothiophene-2-carbonyl)piperazin-1-yl)phenyl)-N-phenylethylsulfamoyl)-1,3-dimethyl-1H-indole-2-carboxylic acid ethyl ester